C(C1=CC=CC=C1)NS(=O)(=O)C1=C(C=CC(=C1)B1OC(C(O1)(C)C)(C)C)OC N-benzyl-2-methoxy-5-(4,4,5,5-tetramethyl-1,3,2-dioxaborolan-2-yl)benzene-1-sulfonamide